N-hexadecyl-3-methoxypyridin-4-one C(CCCCCCCCCCCCCCC)N1C=C(C(C=C1)=O)OC